N(=[N+]=[N-])CC(=O)N[C@@H]1C(O[C@@H]([C@H]([C@@H]1O)O)CO)NC(\C(=C/C=O)\CC)=O (Z)-N-((3S,4R,5S,6R)-3-(2-azidoacetamido)-4,5-dihydroxy-6-(hydroxymethyl)tetrahydro-2H-pyran-2-yl)-2-ethyl-4-oxobut-2-enamide